(7R)-7-(benzyloxymethyl)-5-oxa-2-thia-8,11-diazatricyclo[6.4.1.04,13]trideca-1(13),3-dien-12-one C(C1=CC=CC=C1)OC[C@@H]1COC2=CSC=3C(NCCN1C32)=O